CC(C)(COP(=O)(O)O)[C@H](C(=O)NCCC(=O)NCCSC(=O)CC(=O)O)O The molecule is an S-acyl-4'-phosphopantetheine obtained by formal condensation of the thiol group of D-pantetheine 4'-phosphate with one of the carboxy groups of malonic acid. It derives from a malonic acid.